[Cl-].CC(CCCCCCCCCCCCCCC[NH+](CC=C)CC=C)C dimethyl-diallyl-hexadecyl-ammonium chloride